FCC(C)(O)C1=CC=C(C=2N1N=CN2)B(O)O (5-(1-fluoro-2-hydroxypropan-2-yl)-[1,2,4]triazolo[1,5-a]pyridin-8-yl)boronic acid